4,5-dihydroxy-6-[(2,2,2-trifluoroacetyl)amino]piperidine-3-carboxylic acid OC1C(CNC(C1O)NC(C(F)(F)F)=O)C(=O)O